CN1CC2(CC1=O)CCC(CC2)C(=O)O 2-Methyl-3-oxo-2-azaspiro[4.5]decane-8-carboxylic acid